N-(adamantan-1-yl)-2-bromo-2,2-difluoroacetamide C12(CC3CC(CC(C1)C3)C2)NC(C(F)(F)Br)=O